7-((4-((1-(5-bromocyclohexa-1,5-dien-1-yl)ethyl)amino)-6-methoxy-2-methylquinazolin-7-yl)oxy)heptanoate BrC=1CCC=C(C1)C(C)NC1=NC(=NC2=CC(=C(C=C12)OC)OCCCCCCC(=O)[O-])C